(S)-1-(4-chloro-3-fluorophenyl)-3-(cyclopropylsulfonyl)pyrrolidine ClC1=C(C=C(C=C1)N1C[C@H](CC1)S(=O)(=O)C1CC1)F